[(2R,3S)-1-[(2-ethyl-5-fluoro-3-oxo-4H-quinoxalin-6-yl)methyl]-2-methylazetidin-3-yl]oxyl-6-fluoro-N-methyl-d3-pyridine-2-carboxamide C(C)C1=NC2=CC=C(C(=C2NC1=O)F)CN1[C@@H]([C@H](C1)OC=1C(=NC(=CC1)F)C(=O)NC([2H])([2H])[2H])C